BrC1=CC=C(C=C1)N1N=C(C(=C1)[C@H]1O[C@@H](C(N1CCC1=CC=C(C=C1)OC(C)C)=O)C)C1=CC=C(C=C1)F (2R,5R)-2-(1-(4-bromophenyl)-3-(4-fluorophenyl)-1H-pyrazol-4-yl)-3-(4-isopropoxyphenethyl)-5-methyloxazolidin-4-one